ClC=1C=NC=C(C1C(C)OC=1C=C2C(=NNC2=CC1)C(=O)NC=1C=NN(C1)CCC1(CC1)O)Cl 5-(1-(3,5-Dichloropyridin-4-yl)ethoxy)-N-(1-(2-(1-Hydroxycyclopropyl)ethyl)-1H-Pyrazol-4-yl)-1H-Indazol-3-Carboxamid